3-[(3-chlorophenyl)sulfanyl]-N-hydroxypyridazine-4-carboximidamide ClC=1C=C(C=CC1)SC=1N=NC=CC1C(NO)=N